COC(CCC)=O.CNC(C=CC1=CC=CC=C1)=O N-methyl-cinnamamide methyl-butyrate